COC1=C(C=CC=C1)NC1=NC=NC2=CC(=CC=C12)C=1C=NC(=CC1)N1CCOCC1 N-(2-methoxyphenyl)-7-(6-morpholinylpyridin-3-yl)quinazolin-4-amine